1-PYRROL-2-YL-1-TOSYLMETHYL ISOCYANIDE N1C(=CC=C1)C(S(=O)(=O)C1=CC=C(C)C=C1)[N+]#[C-]